(S)-N1-(1-(2-(bicyclo[1.1.1]pentan-1-ylamino)-2-oxoethyl)-2-oxo-1,2-dihydropyridin-3-yl)-N6-methyl-5-oxo-2-(1,2,4-thiadiazole-5-carboxamido)hexanediamide C12(CC(C1)C2)NC(CN2C(C(=CC=C2)NC([C@H](CCC(C(=O)NC)=O)NC(=O)C2=NC=NS2)=O)=O)=O